4-hydroxy-3,3-dimethylbutyl 2-methylbenzoate CC1=C(C(=O)OCCC(CO)(C)C)C=CC=C1